C(C)(C)(C)C1=NNC(=C1)C 3-tert-Butyl-5-methyl-1H-pyrazole